NC(=O)C1=CC=CC2=CN(N=C12)C1=CC=C(C=C1)CCN1CCN(CC1)C 1-(2-{4-[7-(aminocarbonyl)-2H-indazol-2-yl]phenyl}ethyl)-4-methylpiperazine